C(C)(=O)C=1C(C(=C(NC1C)C)C(=O)N)C=1C2=C(SC1)C=CC=C2 5-acetyl-4-(benzo[b]thiophen-3-yl)-2,6-dimethyl-1,4-dihydropyridine-3-carboxamide